CN(C(CCCCCCCCCC\C=C/CCCCCC(=O)OC)CCCCCCCCC)C methyl (7Z)-19-(dimethylamino)octacos-7-enoate